C1(CC1)C=1C=NC(=C(C(=O)O)C1)NC1=C(C(=CC=C1)C1CCOCC1)CC 5-cyclopropyl-2-((2-ethyl-3-(tetrahydro-2H-pyran-4-yl)phenyl)amino)nicotinic acid